ClC=1C=C(OC=2C=C3C=C(NC3=CC2)C(=O)O)C=CC1Cl 5-(3,4-dichlorophenoxy)-1H-indole-2-carboxylic acid